COC1=C(C(=O)Cl)C=C(C=C1)OC 2,5-dimethoxybenzoyl chloride